3-methyl-2-buten-1-al CC(=CC=O)C